tert-butyl (R)-4-(7-(8-chloronaphthalen-1-yl)-2-(((S)-1-methyl-pyrrolidin-2-yl)methoxy)-5H-pyrano[2,3-d]pyrimidin-4-yl)-2-methylpiperazine-1-carboxylate ClC=1C=CC=C2C=CC=C(C12)C1=CCC2=C(N=C(N=C2N2C[C@H](N(CC2)C(=O)OC(C)(C)C)C)OC[C@H]2N(CCC2)C)O1